O[C@@H]1[C@@H]([C@H]([C@@]2(OC3=C([C@@]21O)C(=CC(=C3)OC)OC)C3=CC=C(C=C3)OC)C3=CC=CC=C3)C(=O)NN |r| rac-(1R,2R,3S,3aR,8bS)-1,8b-dihydroxy-6,8-dimethoxy-3a-(4-methoxyphenyl)-3-phenyl-2,3,3a,8b-tetrahydro-1H-cyclopenta[b]benzofuran-2-carbohydrazide